N-cyclopropyl-2-fluoro-4-methyl-5-(1-{6-[(4-methylpiperazin-1-yl)sulfonyl]imidazo[1,2-a]pyridin-3-yl}-1H-pyrazol-4-yl)benzamide C1(CC1)NC(C1=C(C=C(C(=C1)C=1C=NN(C1)C1=CN=C2N1C=C(C=C2)S(=O)(=O)N2CCN(CC2)C)C)F)=O